NC1=NC=CC=C1C1=NC=2C(=NC(=CC2)C2=NC(=CN=C2)C)N1C=1C=C2CC[C@@H](C2=CC1)NC(C1=CC(=C(C=C1)O)C=O)=O (S)-N-(5-(2-(2-aminopyridin-3-yl)-5-(6-methylpyrazin-2-yl)-3H-imidazo[4,5-b]pyridin-3-yl)-2,3-dihydro-1H-inden-1-yl)-3-formyl-4-hydroxybenzamide